bisphenoxytetrafluorocyclotriphosphazene O(C1=CC=CC=C1)P1(=NP(=NP(=N1)(F)F)(F)F)OC1=CC=CC=C1